Methyl (2S)-2-(((2-(3-chlorophenyl)-1-phenylethoxy)carbonyl)amino)-3-cyclohexylpropanoate ClC=1C=C(C=CC1)CC(OC(=O)N[C@H](C(=O)OC)CC1CCCCC1)C1=CC=CC=C1